methyl-10-{2-[7-(dimethylamino)hexadecyl]cyclopropyl}decanoate COC(CCCCCCCCCC1C(C1)CCCCCCC(CCCCCCCCC)N(C)C)=O